C1(=CC=CC=C1)N1CC=CC2=CC=CC=C12.C1(=CC=CC=C1)N1CC=CC2=CC=CC=C12.C1(=CC=CC=C1)N1CC=CC2=CC=CC=C12.[Ir] iridium tris(1-phenylquinoline)